(4-Tert-butylcyclohexyl) acetate C(C)(=O)OC1CCC(CC1)C(C)(C)C